CN1C(N(C2=C1C=C(C=C2)C)C)C(=O)O 1,3,6-trimethylbenzimidazole-2-carboxylic acid